C(C)(C)(C)OC(=O)[C@]1(C[C@H](N(CC1)CC1=C(C(=CC=C1)Cl)F)C)CC1=NC(=CC(=C1F)CC)NC1=NN(C(=C1)C)C(C)(C)C (2R,4R)-4-((6-((1-(tert-butyl)-5-methyl-1H-pyrazol-3-yl)amino)-4-ethyl-3-fluoropyridin-2-yl)methyl)-1-(3-chloro-2-fluorobenzyl)-2-methylpiperidine-4-carboxylic acid tert-butyl ester